COC1=CC=C(CON(C(C2=NC=C(C=C2)NC2=NN(C=N2)C2=CC=C(C=C2)C(F)(F)F)=O)C)C=C1 N-((4-methoxybenzyl)oxy)-N-methyl-5-((1-(4-(trifluoromethyl)phenyl)-1H-1,2,4-triazol-3-yl)amino)picolinamide